COC1=C(C=CC(=C1)OC)CC(=O)N (2,4-Dimethoxyphenyl)acetamide